phosphoxanthin P(=O)(O)(O)C1=NC=2NC(NC(C2N1)=O)=O